C(C)(=O)N1CCC(CC1)(O)C=1C(N(C2=C(C(=NC(=C2C1)N[C@H](C)C1=C(C(=CC=C1)C(F)F)F)C)OCCNC)C)=O (R)-3-(1-acetyl-4-hydroxypiperidin-4-yl)-5-((1-(3-(difluoromethyl)-2-fluorophenyl)ethyl)-amino)-1,7-dimethyl-8-(2-(methylamino)ethoxy)-1,6-naphthyridin-2(1H)-one